CC1=C2C=C(NC2=CC=C1)C(=O)N[C@H](C(N[C@H](C=C=O)C[C@H]1C(NCC1)=C=O)=C=O)CC1CCCCC1 4-Methyl-N-{(S)-1-carbonyl-1-{{(S)-1-carbonyl-3-[(S)-2-carbonylpyrrolidin-3-yl]propan-2-yl}amino}-3-cyclohexylpropan-2-yl}-1H-indole-2-carboxamide